1,2,5-tri-O-acetyl-3-deoxy-D-ribofuranose C(C)(=O)OC1[C@H](OC(C)=O)C[C@H](O1)COC(C)=O